C(C)OC(=O)C=1C(N(C(=C(C1C1=CC(=C(C=C1)Cl)Cl)Cl)C)C1=CC=C(C=C1)Cl)=O 5-chloro-1-(4-chlorophenyl)-4-(3,4-dichlorophenyl)-6-methyl-2-oxo-pyridine-3-carboxylic acid ethyl ester